3-(4-((5-bromopentyl)thio)-1-oxoisoindolin-2-yl)piperidine-2,6-dione BrCCCCCSC1=C2CN(C(C2=CC=C1)=O)C1C(NC(CC1)=O)=O